2'-cyclopropyl-5'-methoxy-N-(5-methoxy-1,3,4-thiadiazol-2-yl)-6-methyl-(4,4'-bipyridine)-3-carboxamide C1(CC1)C1=NC=C(C(=C1)C1=C(C=NC(=C1)C)C(=O)NC=1SC(=NN1)OC)OC